CC1=CNC=2N=CN=CC21 5-methyl-7H-pyrrolo[2,3-d]pyrimidine